ClC=1N=C(C2=C(N1)C(C(OC2)C2=CC=CC1=CC=CC(=C21)Cl)(C)C)N2C[C@@H](N(CC2)C(=O)OC(C)(C)C)CC#N tert-butyl (2S)-4-(2-chloro-7-(8-chloronaphthalen-1-yl)-8,8-dimethyl-7,8-dihydro-5H-pyrano[4,3-d]pyrimidin-4-yl)-2-(cyanomethyl)piperazine-1-carboxylate